COC1=CC=C(C=C1)C1=C(NC=2N(C1=O)N=C(C2C2=CC=CC=C2)C2=CC=CC=C2)C#N 6-(4-methoxyphenyl)-7-oxo-2,3-diphenyl-4,7-dihydropyrazolo[1,5-a]pyrimidine-5-carbonitrile